N-[3-chloro-2-fluoro-6-(trifluoromethyl)benzyl]-N-cyclopropyl-3-(difluoromethyl)-5-fluoro-1-methyl-1H-pyrazole-4-carboxamide ClC=1C(=C(CN(C(=O)C=2C(=NN(C2F)C)C(F)F)C2CC2)C(=CC1)C(F)(F)F)F